O1C2=C(OC[C@@H]1C=1NC(C(N1)([2H])[2H])([2H])[2H])C(=C(C(=C2[2H])[2H])[2H])[2H] (S)-2-(2,3-dihydrobenzo[b][1,4]dioxin-2-yl-5,6,7,8-d4)-4,5-dihydro-1H-imidazole-4,4,5,5-d4